O1C(=CC=C1)C1=CC=C(CN2CCN(CC2)CC=2C=C3CN(C(C3=CC2)=O)C2CNCCC2)C=C1 3-(5-((4-(4-(furan-2-yl)benzyl)piperazin-1-yl)methyl)-1-oxoisoindolin-2-yl)piperidine